O[C@H](C(=O)OCC)CC1=C(C=CC=C1)OCC1=NC(=NC=C1)C1=CC(=CC=C1)S(=O)(=O)C ethyl (S)-2-hydroxy-3-(2-((2-(3-(methylsulfonyl)phenyl)pyrimidin-4-yl)methoxy)phenyl)propanoate